ethyl (2E)-3-(2-bromo-4-fluorophenyl)prop-2-enoate BrC1=C(C=CC(=C1)F)/C=C/C(=O)OCC